monoaminoplatinum (II) dihydrogen pyrophosphate OP(O)(=O)OP(=O)([O-])[O-].N[Pt+].N[Pt+]